diethyl 1-isopropyl-4-oxo-1,4-dihydropyridine-2,5-dicarboxylate hydrochloride Cl.C(C)(C)N1C(=CC(C(=C1)C(=O)OCC)=O)C(=O)OCC